6-{5-Chloro-2-[4-(2-hydroxypropan-2-yl)-1H-1,2,3-triazol-1-yl]phenyl}pyrimidin-4-ol ClC=1C=CC(=C(C1)C1=CC(=NC=N1)O)N1N=NC(=C1)C(C)(C)O